[Na+].[Na+].C[Si](C)(C)C(C(=O)[O-])C.C[Si](C)(C)C(C(=O)[O-])C (trimethylsilyl)propionic acid-disodium salt